C(#N)[C@H](C[C@H]1C(NC2=C(O1)C=CC(=C2)F)=O)NC(OC(C)(C)C)=O tert-butyl ((S)-1-cyano-2-((S)-6-fluoro-3-oxo-3,4-dihydro-2H-benzo[b][1,4]oxazin-2-yl)ethyl)carbamate